5-fluoro-2',6'-dimethyl-4'-oxo-1',4'-dihydro-[2,3'-bipyridine]-5'-carboxylic acid FC=1C=CC(=NC1)C1=C(NC(=C(C1=O)C(=O)O)C)C